BrC1=CC=C(C=C1)N1N=C(C(=N1)CO)C1=CC=C(C=C1)F (2-(4-bromophenyl)-5-(4-fluorophenyl)-2H-1,2,3-triazol-4-yl)methanol